ClC=1C=C2C(NC(N3C2=C(C1C1=C(C=C(C=C1)F)F)SCC(C3)OC)=O)=O 10-chloro-11-(2,4-difluorophenyl)-3-methoxy-3,4-dihydro-2H,6H-[1,4]thiazepino[2,3,4-ij]quinazoline-6,8(7H)-dione